FC(S(=O)(=O)N[C@@H]1[C@@H](N(CC12CC2)C(=O)OC(C)(C)C)CC=2C(=C(C=C(C2)F)C2=CC(=CC=C2)F)F)F tert-butyl (6S,7S)-7-((difluoromethyl)sulfonamido)-6-((2,3',5-trifluoro-[1,1'-biphenyl]-3-yl)methyl)-5-azaspiro[2.4]heptane-5-carboxylate